C(C1=CC=CC=C1)N(CC(C(OCCOCCOCCOCCOCC(=O)OCC)(C)C)F)CC1=CC=CC=C1 Ethyl 2-[2-[2-[2-[2-[3-(dibenzylamino)-2-fluoro-1,1-dimethyl-propoxy]ethoxy]ethoxy]ethoxy] ethoxy]acetate